C(C)(C)(C)N(C(O)=O)[C@H](C(=O)NCCC1=CC=C(C=C1)C1=CC(=C(C=C1)Cl)Cl)CCC.FC=1C=C2C(=CNC2=CC1)SC1=CC=C(C=C1)OC 5-fluoro-3-((4-methoxyphenyl)thio)indole (S)-tert-butyl-(1-((2-(3',4'-dichloro-[1,1'-biphenyl]-4-yl)ethyl)amino)-1-oxopentan-2-yl)carbamate